C(#N)C=1C=C(C=CC1F)NC(=O)N1[C@@H]2CC[C@H]1CC=1C(=NC=CC12)F (5R,8S)-N-(3-cyano-4-fluorophenyl)-1-fluoro-6,7,8,9-tetrahydro-5H-5,8-epiminocyclohepta[c]pyridine-10-carboxamide